C1(CC1)C1=NC=2N(C=C1)N=CC2C(=O)NC2=CC(=CC=C2)C=2OC=CN2 5-Cyclopropyl-N-(3-(oxazol-2-yl)phenyl)pyrazolo[1,5-a]pyrimidine-3-carboxamide